1-phenylethyl 2-aminospiro[3.3]heptane-6-carboxylate NC1CC2(C1)CC(C2)C(=O)OC(C)C2=CC=CC=C2